2-methyl-4-(2-methyl-5-nitrophenyl)oxazole CC=1OC=C(N1)C1=C(C=CC(=C1)[N+](=O)[O-])C